C(#N)\C=C(\C(=O)OCC)/O[K] ethyl (2Z)-3-cyano-2-(potassiooxy)prop-2-enoate